methyl 7-amino-6-((tert-butyl-dimethylsilyl)oxy)-2-(3-iodo-phenyl)-2-methylheptanoate NCC(CCCC(C(=O)OC)(C)C1=CC(=CC=C1)I)O[Si](C)(C)C(C)(C)C